4-((6-methoxy-2-(4-methoxyphenyl)benzo[b]-selenophen-3-yl)thio)phenol COC=1C=CC2=C([Se]C(=C2SC2=CC=C(C=C2)O)C2=CC=C(C=C2)OC)C1